5-bromo-2-(methylamino)pyridine BrC=1C=CC(=NC1)NC